3-(tert-butyl)-N-(4-(2,3-diaminopyridin-4-yl)-2-(methylsulfonyl)benzyl)-1,2,4-oxadiazole-5-carboxamide C(C)(C)(C)C1=NOC(=N1)C(=O)NCC1=C(C=C(C=C1)C1=C(C(=NC=C1)N)N)S(=O)(=O)C